tert-butyl (5-bromopyridin-2-yl)(methyl)carbamate BrC=1C=CC(=NC1)N(C(OC(C)(C)C)=O)C